CC=1NC(=C(C(C1C(=O)OCC)C1=CC(=C2C=CC=CC=C12)C(=O)OC)C(=O)OC(C)C)C 2,6-dimethyl-4-(3-methoxycarbonyl-1-azulenyl)-3-ethoxycarbonyl-5-isopropoxycarbonyl-1,4-dihydropyridine